1-benzyl-3-[4-(1,1-dioxido-4-oxo-1,2,5-thiadiazolidin-2-yl)-3-fluoro-5-hydroxyphenyl]urea C(C1=CC=CC=C1)NC(=O)NC1=CC(=C(C(=C1)O)N1S(NC(C1)=O)(=O)=O)F